racemic-N-(benzenesulfonyl)-2-(2,2-dimethyl-4-trimethylgermyl-pyrrolidin-1-yl)-6-[3-[2-[1-(trifluoromethyl)cyclopropyl]ethoxy]pyrazol-1-yl]pyridine-3-carboxamide C1(=CC=CC=C1)S(=O)(=O)NC(=O)C=1C(=NC(=CC1)N1N=C(C=C1)OCCC1(CC1)C(F)(F)F)N1C(C[C@H](C1)[Ge](C)(C)C)(C)C |r|